3-cyclopropyl-1,8-dimethyl-5-[[(1R)-1-[3-(difluoromethyl)-2-fluoro-phenyl]ethyl]amino]imidazo[4,5-g]phthalazin-2-one C1(CC1)N1C(N(C2=CC=3C(=NN=C(C3C=C21)N[C@H](C)C2=C(C(=CC=C2)C(F)F)F)C)C)=O